OC1=C(C=C2NC=C(CCN)C2=C1)O 5,6-dihydroxytryptamine